OC1=C(C=C2CCC(C2=C1)=O)C=1SC(=NN1)N(C1CC(NC(C1)(C)C)(C)C)C 6-hydroxy-5-(5-(methyl(2,2,6,6-tetramethylpiperidin-4-yl)amino)-1,3,4-thiadiazol-2-yl)-2,3-dihydro-1H-inden-1-one